C1CN=C(N1)NC2=C(C=C(C=C2Cl)N)Cl.Cl The molecule is the hydrochloride salt of apraclonidine. It has a role as an alpha-adrenergic agonist and an antiglaucoma drug. It contains an apraclonidine.